C(C)(C)(C)OC(=O)N1CCN(CC1)C(=O)C1=CN(C(C=C1C1=CC=CC=C1)=O)CC1(C(CN(CC1)C([C@@H](CC1CCCCC1)C)=O)(C)C)O 4-(1-((1-((R)-3-cyclohexyl-2-methylpropanoyl)-4-hydroxy-3,3-dimethylpiperidin-4-yl)methyl)-6-oxo-4-phenyl-1,6-dihydropyridine-3-carbonyl)piperazine-1-carboxylic acid tert-butyl ester